C(C1=CC=CC=C1)C=1C(=NC=CC1)C#N benzyl-pyridinecarbonitrile